C(C)(C)(C1=CC=CC=C1)C1=CC=C(C=C1)O 4-CUMYLPHENOL